FC=1C=C(C=CC1C(=O)NN)B(O)O 3-FLUORO-4-HYDRAZINOCARBONYLPHENYLBORONIC ACID